CC1=NC(=NC(=C1)[Sn](CCCC)(CCCC)CCCC)NC=1C=NN(C1)C 4-methyl-N-(1-methyl-1H-pyrazol-4-yl)-6-(tributylstannyl)pyrimidin-2-amine